5-((3-chloro-1H-1,2,4-triazol-1-yl)methyl)-2-methylpyridine ClC1=NN(C=N1)CC=1C=CC(=NC1)C